ClC=1C(=C(C(=CC1N1CC2(CCC2N2CC(CC2)(C)C)CC1)F)S(=O)(=O)NC1=NC(=CC=C1)F)F 3-chloro-4-(1-(3,3-dimethylpyrrolidin-1-yl)-6-azaspiro[3.4]octan-6-yl)-2,6-difluoro-N-(6-fluoropyridin-2-yl)benzenesulfonamide